5-((4-(((1-Aminocyclopropyl)methyl)(methyl)amino)-3-((methylsulfonyl)methyl)phenyl)amino)-7-(cyclopropylamino)pyrazolo[1,5-a]pyrimidine-3-carbonitrile monotrifluoroacetic acid salt FC(C(=O)O)(F)F.NC1(CC1)CN(C1=C(C=C(C=C1)NC1=NC=2N(C(=C1)NC1CC1)N=CC2C#N)CS(=O)(=O)C)C